methyl-3-[4-(6-trifluoromethyl-pyridin-2-yl)-6-(2-trifluoromethyl-pyridin-4-ylamino)-[1,3,5]triazin-2-ylamino]-butan-2-ol CCC(C(C)NC1=NC(=NC(=N1)C1=NC(=CC=C1)C(F)(F)F)NC1=CC(=NC=C1)C(F)(F)F)O